5-fluoro-6-[4-(2-methoxyethyl)piperazin-1-yl]pyridin-3-amine FC=1C=C(C=NC1N1CCN(CC1)CCOC)N